OC(C)C1=C(N(C(=N1)C#N)CCCCCCCCCCCCCCC)C#N 1-hydroxyethyl-3-pentadecyl-imidazoledinitrile